acryloyloxyeicosyldiiodomethylsilane C(C=C)(=O)OCCCCCCCCCCCCCCCCCCCC[SiH2]C(I)I